ClC1=C(C=C(C=C1N1C2CC2NCC1)C#N)NC1=NC=2N(C(=N1)NC1CC1)N=CC2C#N 2-[(2-chloro-5-cyano-3-{2,5-diazabicyclo[4.1.0]heptan-2-yl}phenyl)amino]-4-(cyclopropylamino)pyrazolo[1,5-a][1,3,5]triazine-8-carbonitrile